5-(3-chlorobenzyl)thiazole-2-amine ClC=1C=C(CC2=CN=C(S2)N)C=CC1